CC1(CC(N/2N1C1C(\C2=C/C2=C(C=CC=C2)C)CC=2C=CC=CC21)=O)C (E)-3,3-Dimethyl-10-(2-methylbenzylidene)-2,3,4a,9,9a,10-hexahydro-1H-indeno[1,2-c]pyrazolo[1,2-a]pyrazol-1-one